2-((5-(2-((3R)-6-((2,3-dimethoxypropyl)amino)-2-methylhexan-3-yl)-2,6-diazaspiro[3.4]octan-6-yl)-1,2,4-triazin-6-yl)oxy)-N-ethyl-5-fluoro-N-isopropylbenzamide fumarate C(\C=C\C(=O)O)(=O)O.COC(CNCCC[C@H](C(C)C)N1CC2(C1)CN(CC2)C=2N=CN=NC2OC2=C(C(=O)N(C(C)C)CC)C=C(C=C2)F)COC